1-(4-dodecyl-phenyl)-3-(4-dodecyl-styryl)-5-(4-dodecyl-phenyl)-pyrazoline C(CCCCCCCCCCC)C1=CC=C(C=C1)N1NC(=CC1C1=CC=C(C=C1)CCCCCCCCCCCC)C=CC1=CC=C(C=C1)CCCCCCCCCCCC